2-((Z)-prop-1-en-1-yl)-3,8-diazabicyclo[3.2.1]octane-8-carboxylic acid tert-butyl ester C(C)(C)(C)OC(=O)N1C2C(NCC1CC2)\C=C/C